7-Fluoro-2H-spiro[benzofuran-3,1'-cyclopropane]-6-carboxylic acid methyl ester COC(=O)C1=C(C2=C(C=C1)C1(CC1)CO2)F